ClC=1C=C2C(N3C(=NC2=CC1OC)[C@@H]1CCCN([C@@H]1CC3)C)=O |r| (±)-(4aR,13bR)-10-chloro-11-methoxy-4-methyl-1,2,3,4,4a,5,6,13b-octahydro-8H-[1,6]naphthyridino[5,6-b]quinazolin-8-one